(2s,3r)-2-(tert-butoxycarbonylamino)-3-(6-fluoro-2,3-dimethylphenyl)butyric acid C(C)(C)(C)OC(=O)N[C@H](C(=O)O)[C@H](C)C1=C(C(=CC=C1F)C)C